(5-cyano-4-((2-methoxyethyl)amino)pyridin-2-yl)-5-formyl-1-propyl-1H-pyrrolo[3,2-b]pyridine-3-carboxamide C(#N)C=1C(=CC(=NC1)C1=C(C2=NC(=CC=C2N1CCC)C=O)C(=O)N)NCCOC